N,N-bis(9,9-dimethyl-9H-fluoren-2-yl)-3',3'-dimethyl-10-phenyl-2',3'-dihydro-10H-spiro-[acridin-9,1'-inden]-2-amine CC1(C2=CC=CC=C2C=2C=CC(=CC12)N(C1=CC2=C(C=C1)N(C1=CC=CC=C1C21CC(C2=CC=CC=C12)(C)C)C1=CC=CC=C1)C1=CC=2C(C3=CC=CC=C3C2C=C1)(C)C)C